C1=CC(=CC(=C1)O)O DIHYDROXYBENZOL